C(C)(C)(C)OC(=O)N1CCC(CC1)C#CC1=CC=C(C2=CC=CC=C12)C(C)N1CCC(CC1)C(=O)O 1-[1-[4-[2-(1-tert-butoxycarbonyl-4-piperidyl)ethynyl]-1-naphthyl]ethyl]piperidine-4-carboxylic acid